1-(2-((1-Methyl-1H-pyrazol-5-yl)amino)phenyl)cyclobutane-1-carboxylic acid CN1N=CC=C1NC1=C(C=CC=C1)C1(CCC1)C(=O)O